2-(3-methoxy-1,2-oxazol-5-yl)-3-methylbutan-1-one COC1=NOC(=C1)C(C=O)C(C)C